C=C(C(=O)OCC=1N=NNN1)CC(=O)OC1CCCCC1 ((2H-tetrazol-5-yl)methyl) 4-cyclohexyl 2-methylenesuccinate